Sodium-lanthanum [La].[Na]